5,6-dihydro-uracil N1C(=O)NC(=O)CC1